C1(CC1)CN1CC2N(C=3C=CC=C4C3C(C2)=CS4)CC1 8-(cyclopropylmethyl)-6,6a,7,8,9,10-hexahydropyrazino[1,2-a]thieno[4,3,2-de]quinoline